3-bromo-2-hydroxy-5,8-dihydro-1,7-naphthyridine-7(6H)-carboxylic acid tert-butyl ester C(C)(C)(C)OC(=O)N1CCC=2C=C(C(=NC2C1)O)Br